6-(2,6-Difluoro-4-(2-(3-(fluoromethyl)azetidin-1-yl)ethoxy)phenyl)-7-(2-Fluoro-2-methylpropyl)-8-methyl-6,7,8,9-tetrahydro-3H-pyrazolo[4,3-f]isoquinoline FC1=C(C(=CC(=C1)OCCN1CC(C1)CF)F)C1N(C(CC2=C3C(=CC=C12)NN=C3)C)CC(C)(C)F